2-(3,4-difluorophenyl)-N-[2-hydroxy-3-[4-(trifluoromethyl)phenyl]propyl]morpholine-4-carboxamide FC=1C=C(C=CC1F)C1CN(CCO1)C(=O)NCC(CC1=CC=C(C=C1)C(F)(F)F)O